C(C)(C)(NC1CCCCC1)NC1CCCCC1 isopropylidenedi(cyclohexylamine)